Pyridin-3,4-diamine N1=CC(=C(C=C1)N)N